BrC1=CC=C(C=C1)C(=O)C1=CC=C(C=C1)N1CCC(CC1)CCO (4-bromophenyl)(4-(4-(2-hydroxyethyl)piperidin-1-yl)phenyl)methanone